FC=1C=C2CC(CNC2=CC1)C(=O)OCC ethyl 6-fluoro-1,2,3,4-tetrahydroquinoline-3-carboxylate